N-(2-methoxy-5-pyridinyl)-2-tolylimidazole-1-sulfonamide COC1=NC=C(C=C1)NS(=O)(=O)N1C(=NC=C1)C1=C(C=CC=C1)C